O=C1N(C(C2=CC=CC=C12)=O)CCCCS(=O)(=O)N 4-(1,3-Dioxoisoindolin-2-yl)butane-1-sulfonamide